1-hydroxy-3-[2-chloro-4-(4-methylpiperazin-1-yl)phenyl]propan-2-one OCC(CC1=C(C=C(C=C1)N1CCN(CC1)C)Cl)=O